N-(1-hydroxy-2-methylpropan-2-yl)-2-methyl-5-((1-methyl-1H-imidazol-2-yl)methoxy)benzofuran-3-carboxamide OCC(C)(C)NC(=O)C1=C(OC2=C1C=C(C=C2)OCC=2N(C=CN2)C)C